FC=1C=C2C=C(NC2=C(C1)F)C1=C(C#N)C=CC=C1 (5,7-difluoro-1H-indol-2-yl)benzonitrile